CC=1C=C(C=C(C1)NC(=O)N)C[C@H](C(=O)O)[C@@H]1CNCC1 (2S)-3-(3-Methyl-5-ureido-phenyl)-2-[(3R)-pyrrolidin-3-yl]propanoic acid